2-((2-((2-methoxy-4-(((3-(piperidin-3-yl)phenyl)amino)methyl)phenyl)amino)-5-(Trifluoromethyl)pyrimidin-4-yl)amino)-N-methylbenzamide COC1=C(C=CC(=C1)CNC1=CC(=CC=C1)C1CNCCC1)NC1=NC=C(C(=N1)NC1=C(C(=O)NC)C=CC=C1)C(F)(F)F